CN[C@H](C)[C-]1C=CC=C1.[CH-]1C=CC=C1.[Fe+2] |r| (R)- and (S)-N-methyl-1-ferrocenyl-ethylamine